C1(=CC=C(C=C1)C1=NC(=NC(=C1)C1=CC=CC=C1)C1=CC=C(C=C1)Cl)C1=CC=CC=C1 4-(4-Biphenylyl)-6-phenyl-2-(4-chlorophenyl)-pyrimidine